FC(C(=C(C(F)(F)F)F)F)F Heptafluoro-2-buten